S(=O)(=O)(O)C1(C(C(=C(C(=C1F)F)OC(C1=CC=C(C=C1)C#CC#N)=O)F)F)S(=O)(=O)[O-] sulfo-4-((4-(cyanoethynyl)-benzoyl)oxy)-2,3,5,6-tetrafluorobenzenesulfonate